(1R,3S,5R)-2-(2-(3-acetyl-7-methyl-5-(2-methylpyrimidin-5-yl)-1H-indazol-1-yl)acetyl)-5-methyl-N-((1-methylcyclohexyl)methyl)-2-azabicyclo[3.1.0]hexane-3-carboxamide C(C)(=O)C1=NN(C2=C(C=C(C=C12)C=1C=NC(=NC1)C)C)CC(=O)N1[C@@H]2C[C@@]2(C[C@H]1C(=O)NCC1(CCCCC1)C)C